3-((3,5-difluoro-4-(2-azaspiro[3.3]heptan-6-yl)phenyl)amino)piperidine-2,6-dione trifluoroacetate FC(C(=O)O)(F)F.FC=1C=C(C=C(C1C1CC2(CNC2)C1)F)NC1C(NC(CC1)=O)=O